C(C)(C)(C)C1=C(C(=CC(=C1)C)C(C)(C)C)P1(OC2(CCCCOP(O2)([O-])C2=C(C=C(C=C2C(C)(C)C)C)C(C)(C)C)O1)[O-] pentanetetrayl bis(2,6-di-t-butyl-4-methylphenyl phosphite)